naphthyl[(naphthobenzofuranyl)phenyl]anthracene C1(=CC=CC2=CC=CC=C12)C1=C(C2=CC3=CC=CC=C3C=C2C=C1)C1=C(C=CC=C1)C1=COC=2C1=CC=C1C2C=CC2=CC=CC=C21